C(C1=CC=CC=C1)OC1=C(C=C(C=C1)F)C1(CC1)N(C(OC(C)(C)C)=O)C tert-butyl (1-(2-(benzyloxy)-5-fluorophenyl)cyclopropyl)(methyl)carbamate